6-azaspiro[3.4]octan-8-ylbenzonitrile C1CCC12CNCC2C2=C(C#N)C=CC=C2